N1CCC(CC1)[C@H](C)NC1=C(C=CC=N1)C(F)(F)F 6-{[(1S)-1-(piperidin-4-yl)ethyl]amino}-5-(trifluoromethyl)pyridin